N1-cyclobutyl-N2-(2,2-dimethoxyethyl)oxalamide C1(CCC1)NC(C(=O)NCC(OC)OC)=O